NC=1C2=C(N=CN1)N(C(=C2C=2C=NC=NC2)C2=CCC1(CCN(CC1)C(C=C)=O)CC2)C 1-(9-(4-amino-7-methyl-5-(pyrimidin-5-yl)-7H-pyrrolo[2,3-d]pyrimidin-6-yl)-3-azaspiro[5.5]undec-8-en-3-yl)prop-2-en-1-one